tert-butyl 3-[(1-benzylpyridin-1-ium-4-yl)oxymethyl]azetidine-1-carboxylate C(C1=CC=CC=C1)[N+]1=CC=C(C=C1)OCC1CN(C1)C(=O)OC(C)(C)C